CC(=CCO)CCC=C(CC)C 3,7-dimethyl-non-2,6-dien-1-ol